COC=1C=C(C=CC1)C1=CC(=NC(=N1)N)NCC1=CC(=C(C(=C1)OC)OC)OC 6-(3-Methoxyphenyl)-N4-(3,4,5-trimethoxybenzyl)pyrimidine-2,4-diamine